ClC=1C=C2C(=CNC2=C(C1)C1=CC2=C(N(C=N2)C)C=C1C(F)(F)F)C(=O)C1=CC(=C(C=C1)NC(\C=C\CNC1CCC(CC1)OC)=O)C#N (E)-N-(4-(5-chloro-7-(1-methyl-6-(trifluoromethyl)-1H-benzo[d]imidazol-5-yl)-1H-indole-3-carbonyl)-2-cyanophenyl)-4-(((1r,4r)-4-methoxycyclohexyl)amino)but-2-enamide